[N+](=[N-])=C1C(C(C2=CC=CC=C2C1=O)=O)S(=O)(=O)O diazonaphthoquinonesulfonic acid